4-(6-bromopyridin-2-yl)-4-methylpiperidine-1-carboxylic acid tert-butyl ester C(C)(C)(C)OC(=O)N1CCC(CC1)(C)C1=NC(=CC=C1)Br